BrC1=CC=C(C2=C1OC\C=C/CN2C(=O)OC)[N+](=O)[O-] methyl (Z)-10-bromo-7-nitro-2,5-dihydro-6H-benzo[b][1,4]oxazocine-6-carboxylate